FC(C1=NC=CC(=C1)NC(=O)N)F (2-(difluoromethyl)pyridin-4-yl)urea